(3R,5S)-1-[(R)-tert-butylsulfinyl]-5-(3-methoxy-2-methyl-phenyl)pyrrolidin-3-ol C(C)(C)(C)[S@@](=O)N1C[C@@H](C[C@H]1C1=C(C(=CC=C1)OC)C)O